C1(CC1)C1=NC=NC(=C1C=1N=CC2=C(NC3=CC(=CC=C23)N(S(=O)(=O)C)COCC[Si](C)(C)C)N1)OC N-(2-(4-cyclopropyl-6-methoxypyrimidin-5-yl)-9H-pyrimido[4,5-b]indol-7-yl)-N-((2-(trimethylsilyl)ethoxy)methyl)methanesulfonamide